ClC1=CC=C(C=C1)CC1=NC=C(C(=N1)OC1=CC(=C(C=C1)CC1=NC=2C(=NC(=CC2)C(=O)O)N1C[C@H]1OCC1)F)F 2-{[4-({2-[(4-chlorophenyl)methyl]-5-fluoropyrimidin-4-yl}oxy)-2-fluorophenyl]methyl}-3-{[(2S)-oxetan-2-yl]methyl}-3H-imidazo[4,5-b]pyridine-5-carboxylic acid